C(C)(=O)N[C@@H](CC1=CNC2=CC=CC=C12)C(=O)O |r| racemic-N-acetyl-tryptophan